9-ethoxy-7,7-dimethyl-3,4,7,8-tetrahydro-2H-cyclopenta[4,5]pyrrolo[1,2-a]pyrazin-1(6H)-one C(C)OC=1C2=C(N3C1C(NCC3)=O)CC(C2)(C)C